C(C(=C)C)(=O)OCCCCCCOP(=O)([O-])[O-] methacryloxyhexylphosphate